molybdenum-antimony bromide [Sb](Br)(Br)Br.[Mo]